5-chloro-2-methoxypyridin-4-ylboronic acid ClC=1C(=CC(=NC1)OC)B(O)O